3-(3-(3-(5-cyclopropylpyrazolo[1,5-a]pyridine-3-carboxamido)-5-fluoro-4-methylphenyl)-1,2,4-oxadiazol-5-yl)azetidine-1-carboxylic acid methyl ester COC(=O)N1CC(C1)C1=NC(=NO1)C1=CC(=C(C(=C1)F)C)NC(=O)C=1C=NN2C1C=C(C=C2)C2CC2